CC(=O)C.[V] vanadium acetone